4-Cyclopropyl-2-iodo-phenol C1(CC1)C1=CC(=C(C=C1)O)I